CN1CCN(CC1)CCOC1=CC=C(C=C1)C1=CC(=C(C=C1)C)[N+](=O)[O-] 1-Methyl-4-(2-((4'-methyl-3'-nitro-[1,1'-biphenyl]-4-yl)oxy)ethyl)piperazine